NC1=NC2=C(C=3N1N=C(N3)C=3OC=CC3)SC(N2CCN2CCN(CC2)C2=CC=C(C=C2)S(=O)(=O)C)=O 5-amino-8-(furan-2-yl)-3-(2-(4-(4-(methyl-sulfonyl)phenyl)piperazin-1-yl)ethyl)thiazolo[5,4-e][1,2,4]triazolo[1,5-c]pyrimidin-2(3H)-one